methyl N-methyl-N-(N-methyl-N-((R)-1-tritylaziridine-2-carbonyl)-D-alanyl)-L-valinate CN([C@@H](C(C)C)C(=O)OC)C([C@H](N(C(=O)C1[N@@](C1)C(C1=CC=CC=C1)(C1=CC=CC=C1)C1=CC=CC=C1)C)C)=O